CN1N=C(C=C1)OCC(=O)NC12CC(C1)(C2)CC(=O)N (3-(2-((1-methyl-1H-pyrazol-3-yl)oxy)acetamido)bicyclo[1.1.1]pentan-1-yl)acetamide